C1(CC1)NC(O[C@@H]1[C@](O[C@H](C1)N1C2=NC(=NC(=C2N=C1)N)F)(CO)C#C)=O (2R,3S,5R)-5-(6-amino-2-fluoro-9H-purin-9-yl)-2-ethynyl-2-(hydroxymethyl)tetrahydrofuran-3-yl cyclopropylcarbamate